C(C)(C)(C)OC(=O)NCC1=C(CN(C(=O)C2(CCN(CC2)C(=O)OCC2=CC=CC=C2)C)CC(=O)OCC)C=CC=C1 Benzyl 4-((2-(((tert-butoxycarbonyl) amino) methyl) benzyl) (2-ethoxy-2-oxoethyl) carbamoyl)-4-methylpiperidine-1-carboxylate